FC1(C(OC(C(O1)(C(F)(F)F)F)(F)F)(C(F)(F)F)F)C(=O)O perfluoro-2,5-dimethyl-3,6-dioxanoic acid